OC1=C(CN(C2=CC(=CC=C12)OC)C1=CC=CC=C1)C(C(F)(F)F)=O 4-hydroxy-7-methoxy-1-phenyl-3-(2,2,2-trifluoroethan-1-on-1-yl)quinolin